7-amino-6-(3-methoxy-2,6-dimethylphenyl)-1-methyl-1,2,3,6-tetrahydropyrrolo[3',2':5,6]pyrido[2,3-b][1,4]oxazine-8-carbonitrile NC1=C(C2=CC3=C(OCCN3C)N=C2N1C1=C(C(=CC=C1C)OC)C)C#N